6-chloro-1-isopropyl-1,5-dihydro-4H-pyrazolo[3,4-d]pyrimidin-4-one ClC=1NC(C2=C(N1)N(N=C2)C(C)C)=O